8-((6-chloropyridin-3-yl)methyl)-3-cyclopropylpyrido[2,3-d]pyrimidine-2,4(3H,8H)-dione ClC1=CC=C(C=N1)CN1C=CC=C2C1=NC(N(C2=O)C2CC2)=O